N[C@H](C)C1=CC=NC2=C(C=C(C=C12)C1=NC(=NC=C1F)NC1CCN(CC1)S(=O)(=O)CC)F |r| (±)-4-(4-(1-Aminoethyl)-8-fluoroquinolin-6-yl)-N-(1-(ethylsulfonyl)piperidin-4-yl)-5-fluoropyrimidin-2-amine